N-(4-cyano-3-methylphenyl)-2-(4-((1-(2-(2,6-dioxopiperidin-3-yl)-1,3-dioxoisoindolin-5-yl)azetidin-3-yl)ethynyl)-1H-pyrazol-1-yl)-2-methylpropanamide C(#N)C1=C(C=C(C=C1)NC(C(C)(C)N1N=CC(=C1)C#CC1CN(C1)C=1C=C2C(N(C(C2=CC1)=O)C1C(NC(CC1)=O)=O)=O)=O)C